CC1(OB(OC1(C)C)C1=CCCN(C1)C(=O)OCC1=CC=CC=C1)C benzyl 5-(4,4,5,5-tetramethyl-1,3,2-dioxaborolan-2-yl)-3,6-dihydro-2H-pyridine-1-carboxylate